C(C1=CC=CC=C1)OC1=CC=C2C(=C(COC2=C1)Br)C1=CC=C(C=C1)N1CCC2(CCN(CC2)C(=O)OC(C)(C)C)CC1 tert-butyl 9-(4-(7-(benzyloxy)-3-bromo-2H-chromen-4-yl)phenyl)-3,9-diazaspiro[5.5]undecane-3-carboxylate